2,7-naphthalene-dicarboxylic acid C1=C(C=CC2=CC=C(C=C12)C(=O)O)C(=O)O